((3-(4-((1H-imidazol-1-yl)methyl)-3-cyanophenyl)-5-isobutylthiophen-2-yl)sulfonyl)carbamate N1(C=NC=C1)CC1=C(C=C(C=C1)C1=C(SC(=C1)CC(C)C)S(=O)(=O)NC([O-])=O)C#N